C(C)(C)(C)OC(=O)N1C(CN(C(C1)CC#N)CC1=CC=C(C=C1)OC)CC(=O)O 2-(1-(tert-butoxycarbonyl)-5-(cyanomethyl)-4-(4-methoxybenzyl)piperazin-2-yl)acetic acid